C(\C=C/C(=O)O)(=O)[O-].[K+].S(OC)(O)(=O)=O methyl bisulfate monopotassium maleate